O=C1NC(CCC1NC1=C(CN2CCN(CC2)C=2OC=3C(=NC(=C(C3)NC(=O)C=3N=C(OC3)C3=CC(=NC=C3)C)N3C[C@@H](CC3)O)N2)C=CC=C1)=O N-(2-(4-(2-((2,6-dioxopiperidin-3-yl)amino)benzyl)piperazin-1-yl)-5-((R)-3-hydroxypyrrolidin-1-yl)oxazolo[4,5-b]pyridin-6-yl)-2-(2-methylpyridin-4-yl)oxazole-4-carboxamide